N-[(3S)-9-fluoro-2-oxo-5-phenyl-1,3-dihydro-1,4-benzodiazepine-3-Yl]-2-(2-fluorophenyl)imidazo[1,2-b]pyridazine-3-carboxamide FC1=CC=CC=2C(=N[C@@H](C(NC21)=O)NC(=O)C2=C(N=C1N2N=CC=C1)C1=C(C=CC=C1)F)C1=CC=CC=C1